Dimethyl 2-methyl-2-(trifluoromethyl)propanedioate CC(C(=O)OC)(C(=O)OC)C(F)(F)F